N(=[N+]=[N-])[C@](C)(CC)C1=CN=C(C2=CN=C(C=C12)Cl)O[C@@H](C)CC(C)(S(=O)(=O)C)C 4-((R)-2-azidobut-2-yl)-6-chloro-1-(((S)-4-methyl-4-(methylsulfonyl)pentan-2-yl)oxy)-2,7-naphthyridine